[N+](=O)([O-])C=1C(=NC=CC1)NC1=CC=C(CN2CCC(CC2)NC(OC(C)(C)C)=O)C=C1 Tert-butyl (1-(4-((3-nitropyridin-2-yl) amino)benzyl)piperidin-4-yl)carbamate